COC1=CC=C(C=N1)C=1C=CC2=C(C=3CN(C(C3C=C2)=O)CC(C(=O)N)=C)C1 2-{[8-(6-methoxypyridin-3-yl)-3-oxo-1H,2H,3H-benzo[e]isoindol-2-yl]methyl}prop-2-enamide